C(C)(=O)N[C@@H](CC(=O)NC(C(=O)[O-])CCC(C=[N+]=[N-])=O)C1=CNC2=CC=CC=C12 2-((S)-acetamido-3-(1H-indol-3-yl) propanamido)-6-diazo-5-oxohexanoate